3-(5-(acetamidomethyl)pyridin-3-yl)-3-(5-(2-(5,6,7,8-tetrahydro-1,8-naphthyridin-2-yl)ethoxy)-1H-indazol-1-yl)propionic acid C(C)(=O)NCC=1C=C(C=NC1)C(CC(=O)O)N1N=CC2=CC(=CC=C12)OCCC1=NC=2NCCCC2C=C1